CN1C(N(C=2C=CC=3CCNCC3C21)C2C(NC(CC2)=O)=O)=O 3-(1-methyl-2-oxo-1,2,6,7,8,9-hexahydro-3H-imidazo[4,5-h]isoquinolin-3-yl)piperidine-2,6-dione